(2S,4S)-2-amino-4-methylheptanoic acid N[C@H](C(=O)O)C[C@H](CCC)C